(R)-(2-(benzofuran-3-yl)-1-(2-nitrophenylsulfonamido)ethyl)boronic acid O1C=C(C2=C1C=CC=C2)C[C@H](NS(=O)(=O)C2=C(C=CC=C2)[N+](=O)[O-])B(O)O